(S)-(-)-(3-chloro-2-hydroxypropyl)trimethylammonium chloride C[N+](C)(C)C[C@@H](CCl)O.[Cl-]